trans-3-(3-furyl)acrylamide O1C=C(C=C1)/C=C/C(=O)N